FC1(CN(C1)C1=NC=CC=C1CNCCC1(CCOC2(CCCC2)C1)C1=NC=CC=C1)F N-((2-(3,3-difluoroazetidin-1-yl)pyridin-3-yl)methyl)-2-(9-(pyridin-2-yl)-6-oxaspiro[4.5]decan-9-yl)ethanamine